4-(4-(1-(3-(Cyanomethyl)-1-(ethylsulfonyl)azetidin-3-yl)-1H-pyrazol-4-yl)-7H-pyrrolo[2,3-d]pyrimidin-7-yl)2-(4-acetamidophenyl)acetic acid methyl ester COC(CC1=CCC(C=C1)(NC(C)=O)N1C=CC2=C1N=CN=C2C=2C=NN(C2)C2(CN(C2)S(=O)(=O)CC)CC#N)=O